1-(tert-butoxycarbonyl)-3,3-dimethylindoline-2-carboxylic acid C(C)(C)(C)OC(=O)N1C(C(C2=CC=CC=C12)(C)C)C(=O)O